C1(CCC1)C=1C(=NN(C1C1=CC=C(C=C1)F)C)NC(=O)[C@H]1CC(CC1)(F)F (R)-N-(4-cyclobutyl-5-(4-fluorophenyl)-1-methyl-1H-pyrazol-3-yl)-3,3-difluorocyclopentane-1-carboxamide